2-(1-isopropyl-4-methyl-1H-pyrazol-5-yl)-4-((2-(trimethylsilyl)ethoxy)methyl)-6,7-dihydro-[1,2,4]triazolo[1,5-a]pyrimidin-5(4H)-one C(C)(C)N1N=CC(=C1C1=NN2C(N(C(CC2)=O)COCC[Si](C)(C)C)=N1)C